IC1=C(N[C@H](C)C2=CC(=CC=3C(C(=C(OC32)C3=CC=CC=C3)C)=O)C)C=CC=C1 8-[(1R)-1-(2-iodoanilino)ethyl]-3,6-dimethyl-2-phenyl-benzopyran-4-one